NCCCCCCNC1=C2C(N(C(C2=CC=C1)=O)C1C(NC(CC1)=O)=O)=O 4-(6-Aminohexylamino)-2-(2,6-dioxo-3-piperidyl)isoindoline-1,3-dione